2-(5-(furan-2-yl)-1,3,4-oxadiazol-2-yl)naphthalen-1-ol O1C(=CC=C1)C1=NN=C(O1)C1=C(C2=CC=CC=C2C=C1)O